C(C)(C)(C)OC(N[C@@H]1C(C1)C=1C=NC=C(C1)F)=O N-[(1S)-2-(5-fluoro-3-pyridinyl)cyclopropyl]Carbamic acid tert-butyl ester